N[C@@H]1C2=CC=CC=C2CC12CCN(CC2)C=2C(=NC(=CN2)C#CCN2C1=NC=NC(=C1N=C2)N)CO (S)-(3-(1-amino-1,3-dihydrospiro[indene-2,4'-piperidine]-1'-yl)-6-(3-(6-amino-9H-purin-9-yl)prop-1-yn-1-yl)pyrazin-2-yl)methanol